C(C)(C)(C)OC(=O)N1[C@@H]2CN([C@H](C1)C2)C2=CC=C(C=C2)OCC.BrC2=C(SC1=C2C=CC=C1)CBr 3-bromo-2-(bromomethyl)benzothiophene tert-butyl-(1S,4S)-5-(4-ethoxyphenyl)-2,5-diazabicyclo[2.2.1]heptane-2-carboxylate